NC1=C(C=NC(=C1F)C1=CC=CC2=CC=C(C(=C12)Cl)F)C(=S)N1CC2(CN(C2)C(=O)[O-])C1 6-(4-amino-6-(8-chloro-7-fluoronaphthalen-1-yl)-5-fluoropyridine-3-carbonothioyl)-2,6-diazaspiro[3.3]heptane-2-carboxylate